C(C)(C)C1=C(NC2=CC=C(C=C12)C1CCC(CC1)N1CC2(COC2)C1)C=1C=C(C=2N(C1)N=CN2)OC 6-(4-(3-Isopropyl-2-(8-methoxy-[1,2,4]triazolo[1,5-a]pyridin-6-yl)-1H-indol-5-yl)cyclohexyl)-2-oxa-6-azaspiro[3.3]heptan